C1(CC1)S(=O)(=O)N1N=CC(=C1)C1=NC=CC(=N1)NC1=NC=C(C(=C1)NC1CCC(CC1)NCCF)C=1N=C(SC1)N1CCOCC1 N2-(2-(1-(Cyclopropylsulfonyl)-1H-pyrazol-4-yl)pyrimidin-4-yl)-N4-((1s,4s)-4-((2-fluoroethyl)amino)cyclohexyl)-5-(2-morpholinothiazol-4-yl)pyridine-2,4-diamine